C1(=CC=CC=C1)C1=NN=C(O1)C(=O)NC=1C=CC2=C(N=C(O2)C=2C=NC=CC2)C1 5-phenyl-N-[2-(pyridin-3-yl)-1,3-benzoxazol-5-yl]-1,3,4-oxadiazole-2-carboxamide